ClC1=NC(=C2N=CN(C2=N1)CCC)Cl 2,6-dichloro-9-propyl-9H-purine